N-ethylpyridineamide C(C)NC(=O)C1=NC=CC=C1